Ethyl 2-(N-(3-(4,4-dimethyl-1,4-azasilinan-1-yl)-4-((5-methyl-6-morpholinopyridin-2-yl)carbamoyl)phenyl)sulfamoyl)acetate C[Si]1(CCN(CC1)C=1C=C(C=CC1C(NC1=NC(=C(C=C1)C)N1CCOCC1)=O)NS(=O)(=O)CC(=O)OCC)C